3-{[6-(2-Ethoxycarbonyl-ethylcarbamoyl)-1,3,5,7-tetraoxo-1,2,3,5,6,7-hexahydro-s-indacene-2-carbonyl]-amino}-propionic acid ethyl ester C(C)OC(CCNC(=O)C1C(C2=CC=3C(C(C(C3C=C2C1=O)=O)C(NCCC(=O)OCC)=O)=O)=O)=O